S1C=CC=2C1=NC=CC2C=2C=C(SC2)C(CCC(=O)O)=O 4-(4-(thieno[2,3-b]pyridin-4-yl)thiophen-2-yl)-4-oxobutyric acid